2,4-bis{N-[1-(2-hydroxy-2-methylpropoxy)-2,2,6,6-tetramethylpiperidin-4-yl]-n-butyl-amino}-6-(2-hydroxyethylamino)-s-triazine OC(CON1C(CC(CC1(C)C)N(C1=NC(=NC(=N1)N(C1CC(N(C(C1)(C)C)OCC(C)(O)C)(C)C)CCCC)NCCO)CCCC)(C)C)(C)C